C1(=CC=CC=C1)C1CNCCC2=C1C=C(C(=C2)O)O 2,3,4,5-tetrahydro-1-phenyl-1H-3-benzazepine-7,8-diol